3-fluoro-5-morpholinobenzene-1,2-diamine FC1=C(C(=CC(=C1)N1CCOCC1)N)N